3,4-dichlorophenylhydrazine ClC=1C=C(C=CC1Cl)NN